CC1(C[C@@H](CN1)CCCNC1=CC=CC(=N1)S(=O)(=O)NC(C1=C(C=C(C=C1)N1N=C(C=C1)OCCC1C2(C13CC3)CC2)F)=O)C N-[[6-[3-[(3S)-5,5-dimethylpyrrolidin-3-yl]propylamino]-2-pyridyl]sulfonyl]-4-[3-(2-dispiro[2.0.24.13]heptan-7-ylethoxy)pyrazol-1-yl]-2-fluoro-benzamide